C[Si](C1=CC2=[N+](C=CC=C2O1)[O-])(C)C Trimethyl-(4-oxidofuro[3,2-b]pyridin-4-ium-2-yl)silane